ClC=1C=C(C=CC1OCC)C=1C=C2CCC(C(C2=CC1)NC(O[C@@H]1CN2CCC1CC2)=O)(C)C (S)-quinuclidin-3-yl (6-(3-chloro-4-ethoxyphenyl)-2,2-dimethyl-1,2,3,4-tetrahydronaphthalen-1-yl)carbamate